5-Cyclopropyl-N-(((2S,3R)-6,6-difluoro-2-methylmorpholin-3-yl)methyl)pyrimidin-2-amine hydrochloride Cl.C1(CC1)C=1C=NC(=NC1)NC[C@H]1NCC(O[C@H]1C)(F)F